6-bromo-3-(3-methoxy-2,6-dimethylphenyl)-7-tosyl-3,7-dihydro-4H-pyrrolo[2,3-d]pyrimidin-4-one BrC1=CC2=C(N=CN(C2=O)C2=C(C(=CC=C2C)OC)C)N1S(=O)(=O)C1=CC=C(C)C=C1